((3-(methylamino)propoxy)propyl)triphenyl-phosphonium chloride [Cl-].CNCCCOCCC[P+](C1=CC=CC=C1)(C1=CC=CC=C1)C1=CC=CC=C1